di-(3-heptyl)phenyl-phosphine CCC(CCCC)P(C1=CC=CC=C1)C(CC)CCCC